NC1=NC2=C(C=CC=C2C(=N1)C=1N=NN(C1)CC=1C(N(C=CC1)C1CCOCC1)=O)OC 3-{[4-(2-amino-8-methoxy-4-quinazolinyl)-1H-1,2,3-triazol-1-yl]methyl}-1-(tetrahydro-2H-pyran-4-yl)-1H-pyridin-2-one